5,5-dimethyl-7-oxoheptanenitrile CC(CCCC#N)(CC=O)C